(2-fluorophenyl)-1H-pyrrole-3-formaldehyde FC1=C(C=CC=C1)N1C=C(C=C1)C=O